2-(2-oxaspiro[3.3]heptan-6-yl)-1H-pyrrolo[3,4-c]pyridin-3(2H)-one C1OCC12CC(C2)N2C(C=1C=NC=CC1C2)=O